S1C(=NC2=C1C=CC=C2)/C=C/C2=C(C(N1N2C(=C(C1=O)C)C)=O)C (E)-3-(2-(benzo[d]thiazol-2-yl)vinyl)-2,5,6-trimethyl-1H,7H-pyrazolo[1,2-a]pyrazole-1,7-dione